(2-chloro-3-methoxyphenyl)-[rac-(7R,9aS)-7-cyclopentyl-7-hydroxy-3,4,6,8,9,9a-hexahydro-1H-pyrido[1,2-a]pyrazin-2-yl]methanone ClC1=C(C=CC=C1OC)C(=O)N1C[C@H]2N(CC1)C[C@](CC2)(O)C2CCCC2 |r|